NC1=NC(=CC(=C1C#N)C)C=1C(=C2[C@H](N(C(C2=CC1)=O)C1C(NC(CC1)=O)=O)C)F 2-amino-6-((3R)-2-(2,6-dioxopiperidin-3-yl)-4-fluoro-3-methyl-1-oxoisoindolin-5-yl)-4-methylpyridine-3-carbonitrile